6-(1,1-difluoroethyl)pyridine FC(C)(F)C1=CC=CC=N1